N-[(1R)-1-(1-naphthyl)ethyl]-3-(1-piperidyl)benzamide C1(=CC=CC2=CC=CC=C12)[C@@H](C)NC(C1=CC(=CC=C1)N1CCCCC1)=O